benzyl 2-methyl (2S,4S)-4-(((1s,4R)-4-methylcyclohexyl)amino)pyrrolidine-1,2-dicarboxylate CC1CCC(CC1)N[C@H]1C[C@H](N(C1)C(=O)OCC1=CC=CC=C1)C(=O)OC